hexaethylene glycol methylhexyl ether CC(CCCCC)OCCOCCOCCOCCOCCOCCO